COC=1C=CC(=NC1)COC=1C=CC2=C(N=C(O2)C=2C=CC(=NC2)C(=O)NC)C1 5-{5-[(5-Methoxypyridin-2-yl)methoxy]-1,3-benzoxazol-2-yl}-N-methylpyridine-2-carboxamide